C(CCCCCCCC)C=1C=C(C(=CC1)O)[2H] L-4-nonylphenol-d